dimenthyl malate C(C(O)CC(=O)OC1CC(CCC1C(C)C)C)(=O)OC1CC(CCC1C(C)C)C